4-(5-(phenylamino)pyridin-3-yl)2-hydroxybenzoic acid C1(=CC=CC=C1)NC=1C=C(C=NC1)C1=CC(=C(C(=O)O)C=C1)O